N-[(5-fluoropyridin-2-yl)methyl]-6-methyl-4-[(1-methylcyclopropyl)amino]furo[2,3-d]pyrimidine-5-carboxamide FC=1C=CC(=NC1)CNC(=O)C1=C(OC=2N=CN=C(C21)NC2(CC2)C)C